z-butyl N-[3-cyano-7-fluoro-4-(4,4,5,5-tetramethyl-1,3,2-dioxaborolan-2-yl)benzothiophen-2-yl]carbamate C(#N)C1=C(SC2=C1C(=CC=C2F)B2OC(C(O2)(C)C)(C)C)NC(OCCCC)=O